ClC1=NC=C(C(=N1)OC)CO (2-Chloro-4-methoxypyrimidin-5-yl)methanol